2-(2-tetrahydropyranyl-oxy)-2-methylpropanoyl chloride O1C(CCCC1)OC(C(=O)Cl)(C)C